[Ce+3].[O-2].[Hf+4].[Ca+2] calcium hafnium oxide cerium